N-(3-aminopropyl)-3-(6-fluoro-1-isopropyl-1H-benzo[d]imidazol-2-yl)-1H-indazole-5-carboxamide NCCCNC(=O)C=1C=C2C(=NNC2=CC1)C1=NC2=C(N1C(C)C)C=C(C=C2)F